2-{[5-(cyclobutylmethoxy)-2-methyl-1-benzofuran-3-yl]formamido}-3-hydroxy-2-methylpropanamide C1(CCC1)COC=1C=CC2=C(C(=C(O2)C)C(=O)NC(C(=O)N)(CO)C)C1